N-(4-(2-(((1r,4r)-4-aminocyclohexyl)amino)-8-ethylquinazolin-6-yl)-3-methylphenyl)-2-(trifluoromethyl)benzenesulfonamide, formate salt C(=O)O.NC1CCC(CC1)NC1=NC2=C(C=C(C=C2C=N1)C1=C(C=C(C=C1)NS(=O)(=O)C1=C(C=CC=C1)C(F)(F)F)C)CC